COC(C1=C(C=CC(=C1)NC(=O)C1(CC1)C1=C(C=C(C=C1)C(F)(F)F)F)C=1C=NC(=CC1)C(F)(F)F)=O.C(C1=CC=CC=C1)NC(C=C)=O N-benzyl-acrylamide Methyl-5-[({1-[2-fluoro-4-(trifluoromethyl)phenyl]cyclopropyl}carbonyl)amino]-2-[6-(trifluoromethyl)pyridin-3-yl]benzoate